N1CC(C1)COC1=C2CN(CC2=CC=C1)C(=O)C1=C(C(=C(C=C1O)O)C)OCC1=CC=CC=C1 (4-(azetidin-3-ylmethoxy)isoindolin-2-yl)(2-(benzyloxy)-4,6-dihydroxy-3-methylphenyl)methanone